ClC1=C(\C=N\O[C@@H](C(=O)OCC)C)C=C(C(=C1)F)N1C(N(C(=CC1=O)C(F)(F)F)C)=O ethyl (2R)-2-{[(E)-{2-chloro-4-fluoro-5-[3-methyl-2,6-dioxo-4-(trifluoromethyl)-3,6-dihydropyrimidin-1(2H)-yl]benzylidene}amino]oxy}propanoate